1-[4-(vinyl)-benzyl]-1'-benzyl-4,4'-bipyridinium dichloride salt [Cl-].[Cl-].C(=C)C1=CC=C(C[N+]2=CC=C(C=C2)C2=CC=[N+](C=C2)CC2=CC=CC=C2)C=C1